ClC=1C=C(C=CC1)[C@H](C(=O)N1CC2=C(N=C(NC2=O)C2(CC2)C=2C=NC=C(C2)C2CCCCC2)CC1)O (R)-6-(2-(3-chlorophenyl)-2-hydroxyacetyl)-2-(1-(5-cyclohexylpyridin-3-yl)cyclopropyl)-5,6,7,8-tetrahydropyrido[4,3-d]pyrimidin-4(3H)-one